NC1[C@@H]2CN(C[C@H]12)C=1N=CC(=NC1)C(=O)NC=1C=C(C=C2C=CC=NC12)F 5-((1R,5S,6s)-6-amino-3-azabicyclo[3.1.0]hexan-3-yl)-N-(6-fluoroquinolin-8-yl)pyrazine-2-carboxamide